C(C)(C)[Si](C(C)C)(C(C)C)\C=C\1/OC(C=2CCCCC12)=O (Z)-3-((triisopropylsilyl)methylene)-4,5,6,7-tetrahydroisobenzofuran-1(3H)-one